(4-(3-hydroxyoxetan-3-yl)phenyl)(5-((4-(trifluoromethyl)phenyl)sulfonyl)-3,5-dihydropyrrolo[3,4-c]pyrrol-2(1H)-yl)methanone OC1(COC1)C1=CC=C(C=C1)C(=O)N1CC2=CN(C=C2C1)S(=O)(=O)C1=CC=C(C=C1)C(F)(F)F